C(C)(C)(C)C1=C(C=CC(=C1)C(C)(C)C)OP(OC1=C(C=C(C=C1)C(C)(C)C)C(C)(C)C)OC1=C(C=C(C=C1)C(C)(C)C)C(C)(C)C Tris(2,4-di-tert.-butylphenyl)phosphite